ClC1=C(C=C(C=2C(N3C(COC21)CN(CC3)C(=O)OC(C)(C)C)=O)NC3=C(C=CC=C3)C(C)C)C3=C2C=NNC2=CC=C3C tert-Butyl 10-chloro-7-((2-isopropylphenyl)amino)-9-(5-methyl-1H-indazol-4-yl)-6-oxo-3,4,12,12a-tetrahydro-6H-benzo[f]pyrazino[2,1-c][1,4]oxazepine-2(1H)-carboxylate